C(C)(C)(C)OC(=O)NC[C@@H]1CC[C@H](CC1)C(=O)NC=1C=C2C(=CC=NC2=CC1)C(=O)OC methyl 6-(trans-4-(((tert-butyloxycarbonyl)amino)methyl)cyclohexane-1-yl)formamidoquinoline-4-carboxylate